methyl 5-butyl-11-oxo-10,11-dihydro-5H-dibenzo[b,e][1,4]diazepine-8-carboxylate C(CCC)N1C2=C(NC(C3=C1C=CC=C3)=O)C=C(C=C2)C(=O)OC